FC(OC(C(F)F)(F)F)(F)F 1-trifluoromethoxy-1,1,2,2-tetrafluoroethane